N-(4-((4-(trifluoromethyl)phenethyl)amino)phenyl)octanamide FC(C1=CC=C(CCNC2=CC=C(C=C2)NC(CCCCCCC)=O)C=C1)(F)F